Methyl 5-[({1-[2-fluoro-4-(trifluoromethyl) phenyl] cyclopropyl} carbonyl) amino]-2-(5-methylpyrazin-2-yl)benzoate FC1=C(C=CC(=C1)C(F)(F)F)C1(CC1)C(=O)NC=1C=CC(=C(C(=O)OC)C1)C1=NC=C(N=C1)C